C(C1=CC=CC=C1)OCC(CO)O 3-benzyloxy-propane-1,2-diol